BrC1CCC(CC1)C(=O)OCC 1-Ethyl 4-bromocyclohexanecarboxylate